BrC1=CC=C(C=C1)CC#N 2-(4-Bromophenyl)acetonitrile